(S)-2-Amino-N-(2-(2,3-dioxo-1,2,3,4-tetrahydroquinoxalin-6-yl)ethyl)-3-hydroxypropanamide N[C@H](C(=O)NCCC=1C=C2NC(C(NC2=CC1)=O)=O)CO